C(C)(C)(C)OC(NCC([2H])([2H])O)=O (2-hydroxyethyl-2,2-d2)carbamic acid tert-butyl ester